N-(2-((3R,4S)-3-fluoro-4-(2-(methylamino)ethoxy)piperidin-1-yl)pyrimidin-4-yl)-5-isopropyl-8-((R)-2-methylazetidin-1-yl)-2,7-naphthyridin-3-amine F[C@@H]1CN(CC[C@@H]1OCCNC)C1=NC=CC(=N1)NC=1N=CC2=C(N=CC(=C2C1)C(C)C)N1[C@@H](CC1)C